(S)-3-(5-chloro-6-(1-(5-methylpyridin-2-yl)ethoxy)-2-oxobenzo[d]oxazol-3(2H)-yl)-2-methylpropanoic acid ClC=1C(=CC2=C(N(C(O2)=O)C[C@@H](C(=O)O)C)C1)OC(C)C1=NC=C(C=C1)C